C(C)(C)(C)OC(=O)N1CCN(CC1)C(CNCCCCCCCCC)=O tert-Butyl-4-(nonylglycyl)piperazine-1-carboxylate